COC1=NC=CC(=C1)N1N=C2C(NC=CC2=O)=C1 (2-methoxypyridin-4-yl)-7-oxo-2H,4H,7H-pyrazolo[4,3-b]pyridin